methyl ((6-(difluoromethoxy)-2-(3'-(6-(difluoromethoxy)-5-(hydroxymethyl)benzo[d]oxazol-2-yl)-2,2'-dimethyl-[1,1'-biphenyl]-3-yl)benzo[d]oxazol-5-yl)methyl)-L-prolinate FC(OC1=CC2=C(N=C(O2)C=2C(=C(C=CC2)C2=C(C(=CC=C2)C=2OC3=C(N2)C=C(C(=C3)OC(F)F)CO)C)C)C=C1CN1[C@@H](CCC1)C(=O)OC)F